3-chloro-4-(6-cyano-5-fluoropyridin-2-yl)-N-((1R,2R)-2-hydroxycyclopentyl)benzenesulfonamide ClC=1C=C(C=CC1C1=NC(=C(C=C1)F)C#N)S(=O)(=O)N[C@H]1[C@@H](CCC1)O